6-(1-(4-(tert-Butyl)benzyl)-4-fluoro-1H-indol-7-carboxamido)spiro[3.3]heptan C(C)(C)(C)C1=CC=C(CN2C=CC3=C(C=CC(=C23)C(=O)NC2CC3(CCC3)C2)F)C=C1